((2-(5-cyclopropyl-3-(2,6-dichlorophenyl)isoxazol-4-yl)spiro[3.5]non-1-en-7-yl)oxy)quinoline-2-carboxylic acid methyl ester COC(=O)C1=NC2=CC=CC=C2C=C1OC1CCC2(CC(=C2)C=2C(=NOC2C2CC2)C2=C(C=CC=C2Cl)Cl)CC1